3-fluorophenyl (pentyl) sulfide C(CCCC)SC1=CC(=CC=C1)F